methyldiphenylphosphine CP(C1=CC=CC=C1)C1=CC=CC=C1